tert-butyl (cyclobutylmethyl)((3R)-1-(6-(1-(4-(6-cyclopropylpyrazin-2-yl)-1H-1,2,3-triazol-1-yl)ethyl)pyridin-3-yl)piperidin-3-yl)carbamate C1(CCC1)CN(C(OC(C)(C)C)=O)[C@H]1CN(CCC1)C=1C=NC(=CC1)C(C)N1N=NC(=C1)C1=NC(=CN=C1)C1CC1